N1CC1 ethylenimine